CN1C(C(=CC(=C1)C(F)(F)F)NC(=O)N1CC=CC12CCN(CC2)C=2C=C1C(=NC2)NN=C1)=O N-(1-methyl-2-oxo-5-(trifluoromethyl)-1,2-dihydropyridin-3-yl)-8-(1H-pyrazolo[3,4-b]pyridin-5-yl)-1,8-diazaspiro[4.5]dec-3-ene-1-carboxamide